CC(C#C)(C)N1CCOCC1 3-methyl-3-morpholin-4-yl-but-1-yne